(2-chloro-6-methyl-3-nitropyridin-4-yl)-4-methylpiperazine ClC1=NC(=CC(=C1[N+](=O)[O-])N1CCN(CC1)C)C